C1(CC1)C1=NC=NC=C1C1=C(OC2=C(N=CN=N2)N2CC3(CN(C3)C(CCC(=O)[O-])C(C)C)CC2)C=CC(=C1)F 4-(6-(6-(2-(4-cyclopropylpyrimidin-5-yl)-4-fluorophenoxy)-1,2,4-triazin-5-yl)-2,6-diazaspiro[3.4]octan-2-yl)-5-methylhexanoate